2-Ethyl 2-(5-((11-(1,3-dioxoisoindolin-2-yl) undecyl)amino)-2-oxopyridin-1(2H)-yl)acetate hydrochloride Cl.O=C1N(C(C2=CC=CC=C12)=O)CCCCCCCCCCCNC=1C=CC(N(C1)CC(=O)OCC)=O